(2,3-dihydrobenzo[b][1,4]dioxin-6-yl)(4-methoxyphenyl)methanol O1C2=C(OCC1)C=C(C=C2)C(O)C2=CC=C(C=C2)OC